C1S(CC(C2=C1C=CC=C2)=O)(=O)=O 3,4-dihydro-1H-2lambda6-benzothiopyran-2,2,4-trione